(R)-N'-(((S)-1-methyl-1,2,3,5,6,7-hexahydro-s-indacen-4-yl)carbamoyl)-6,7-dihydro-5H-pyrazolo[5,1-b][1,3]oxazine-3-sulfonimidamide C[C@H]1CCC2=C(C=3CCCC3C=C12)NC(=O)N=[S@](=O)(N)C=1C=NN2C1OCCC2